3-chloro-1,2,4-thiadiazole-5-carbohydrazide ClC1=NSC(=N1)C(=O)NN